4-(1,8-naphthyridin-2-yl)piperidine-1-carboxylic acid tert-butyl ester C(C)(C)(C)OC(=O)N1CCC(CC1)C1=NC2=NC=CC=C2C=C1